bismuthanethione [BiH]=S